(S)-1-ethyl-3-isopropyl-N-(3-(1-((1-methyl-1H-pyrazolo[3,4-b]pyrazin-6-yl)amino)ethyl)phenyl)-1H-pyrazole-5-carboxamide C(C)N1N=C(C=C1C(=O)NC1=CC(=CC=C1)[C@H](C)NC1=CN=C2C(=N1)N(N=C2)C)C(C)C